C(C)C1N(C=C(C=C1)OCC)C1=CC=NC=C1 ethyl-5-ethoxy-N-(pyridin-4-yl)pyridin